FC1(CN(CC1)C(=O)OC(C)(C)C)COS(=O)(=O)C1=CC=C(C)C=C1 tert-butyl 3-fluoro-3-((tosyloxy)methyl)pyrrolidine-1-carboxylate